N-(1-(3,4-dichlorophenyl)-2-(dimethylamino)ethyl)-4-(trifluoromethyl)benzenesulfonamide ClC=1C=C(C=CC1Cl)C(CN(C)C)NS(=O)(=O)C1=CC=C(C=C1)C(F)(F)F